2-oxo-1-phenylpyrrolidin O=C1N(CCC1)C1=CC=CC=C1